tert-butyl 8-(6-isopropyl-5-(8-methyl-[1,2,4]triazolo[1,5-a]pyridin-6-yl)-4H-thieno[3,2-b]pyrrol-2-yl)-3-azabicyclo[3.2.1]octane-3-carboxylate C(C)(C)C=1C2=C(NC1C=1C=C(C=3N(C1)N=CN3)C)C=C(S2)C2C3CN(CC2CC3)C(=O)OC(C)(C)C